methyl N-[5-({4-[(2S)-2-({3'-[(dimethylamino)methyl]-[1,1'-biphenyl]-3-yl}formamido)propyl]piperazin-1-yl}sulfonyl)-4-methyl-1,3-thiazol-2-yl]carbamate CN(C)CC=1C=C(C=CC1)C1=CC(=CC=C1)C(=O)N[C@H](CN1CCN(CC1)S(=O)(=O)C1=C(N=C(S1)NC(OC)=O)C)C